(±)-1-spiro[3.3]hept-2-yl-3-[1-(3-trifluoromethyl-phenyl)-ethyl]-urea C1C(CC12CCC2)NC(=O)N[C@H](C)C2=CC(=CC=C2)C(F)(F)F |r|